C[C@@H]([C@H]1CC=C2[C@@]1(CC[C@H]3[C@H]2CCC4=C[C@H](CC[C@]34C)N(C)C)C)N(C)C The molecule is a steroid alkaloid that is pregn-4,14-diene substituted by N-dimethylamino groups at positions 3 and 20 (the 3beta,20S stereoisomer). Isolated from Sarcococca hookeriana, it exhibits antileishmanial and antibacterial activities. It has a role as a metabolite, an antibacterial agent, an antileishmanial agent and an EC 3.1.1.8 (cholinesterase) inhibitor. It is a steroid alkaloid and a tertiary amino compound. It derives from a hydride of a pregnane.